CN(C(=O)NC=1SC=CN1)C 1,1-dimethyl-3-(thiazol-2-yl)urea